perfluoro-n-decanoic acid C(=O)(C(C(C(C(C(C(C(C(C(F)(F)F)(F)F)(F)F)(F)F)(F)F)(F)F)(F)F)(F)F)(F)F)O